C(C)(=O)C1=NC=2N(C(=C1)N(C(OC(C)(C)C)=O)CC1=CC(=CC=C1)C=1N(C=CN1)C)N=C(C2Br)C tert-Butyl (5-acetyl-3-bromo-2-methylpyrazolo[1,5-a]pyrimidin-7-yl)(3-(1-methyl-1H-imidazol-2-yl)benzyl)carbamate